6-Chloro-4-methyl-[1,2]oxazolo[5,4-b]pyridin-3-amine ClC1=CC(=C2C(=N1)ON=C2N)C